FC=1C=C(C=CC1)C1N(CCC1)C=1C=CC=2N(N1)C(=CN2)C2=NC(=CC=C2)N2CCNCC2 6-(2-(3-fluorophenyl)pyrrolidin-1-yl)-3-(6-(piperazin-1-yl)pyridin-2-yl)imidazo[1,2-b]pyridazine